N-(3-cyclopropyl-4-formylphenyl)-1-(4-fluorophenyl)-3-methyl-1H-pyrazole-4-carboxamide C1(CC1)C=1C=C(C=CC1C=O)NC(=O)C=1C(=NN(C1)C1=CC=C(C=C1)F)C